N[C@@H]1C[C@H](C1)NC(OC(C)(C)C)=O tert-butyl (3-amino-trans-cyclobutyl)carbamate